[Na]C(C(O)S(=O)(=O)O)O sodio-2-sulfo-1,2-ethanediol